ClC1=C(C(=CC=C1)F)C=1N(C=2C(=C3N=C(C=NC3=CC2)C=2C=NNC2)N1)C 2-(2-chloro-6-fluorophenyl)-3-methyl-8-(1H-pyrazol-4-yl)-3H-imidazo[4,5-f]quinoxaline